N-[2-(1-hydroxy-1-methyl-ethyl)-2-methyl-6-morpholino-3H-furo[2,3-b]pyridin-5-yl]pyrazolo[1,5-a]pyrimidine-3-carboxamide OC(C)(C)C1(CC=2C(=NC(=C(C2)NC(=O)C=2C=NN3C2N=CC=C3)N3CCOCC3)O1)C